Cl[Si](CCC1=CC=CC=C1)(Cl)Cl trichloro-(phenethyl)silane